ClC=1C=CC=C2C=CC=C(C12)C1=C(C=2N=C(N=C(C2C=N1)N1C[C@@H](NCC1)CC#N)OCC1(CC1)CN1CCCC1)F (S)-2-(4-(7-(8-chloronaphthalen-1-yl)-8-fluoro-2-((1-(pyrrolidin-1-ylmethyl)cyclopropyl)methanOxy)pyrido[4,3-d]pyrimidin-4-yl)piperazin-2-yl)acetonitrile